vinyl-ethylene glycol C(=C)C(CO)O